C[N+]1=CC=C(C=C1)C1=CC=[N+](C=C1)CC1=CC=C(C=C1)C=C.C(=C)C1=CC=C(C=C1)S(=O)(=O)[O-].[Na+].C(=C)C1=CC=C(C=C1)S(=O)(=O)[O-].C(=C)C1=CC=C(C=C1)S(=O)(=O)[O-] sodium p-vinylbenzenesulfonate, 1-methyl-1'-(4-vinylbenzyl)-4,4'-bipyridinium salt